N[C@H]1CN(CCC1)C(=O)C=1C=C2C=3N(CCN(C3C1)S(=O)(=O)CCOCC)C(=N2)C=2N(C1=CC=CC=C1C2)CC2CC2 (R)-(3-aminopiperidin-1-yl)(2-(1-(cyclopropylmethyl)-1H-indol-2-yl)-6-((2-ethoxyethyl)sulfonyl)-5,6-dihydro-4H-imidazo[1,5,4-de]quinoxalin-8-yl)methanone